O=C1CN(CCN1)C(=O)C1CN(CC1)CC(=O)N 2-(3-(3-oxopiperazine-1-carbonyl)pyrrolidin-1-yl)acetamide